C1(=CC=CC2=CC=CC=C12)CC=1C(=C2N(C(C1)=O)C(CN2)C(=O)OC)C2=CC(=CC=C2)C(F)(F)F methyl 7-(naphthalen-1-ylmethyl)-5-oxo-8-(3-(trifluoromethyl)phenyl)-1,2,3,5-tetrahydroimidazo[1,2-a]pyridine-3-carboxylate